phenyl-3,3'-binaphthyl C1(=CC=CC=C1)C1=CC(=CC2=CC=CC=C12)C=1C=CC2=CC=CC=C2C1